2-((4-hydroxyphenyl)sulphonamido)-4-(trifluoromethyl)-N-(3-(trifluoromethyl)bicyclo[1.1.1]pentan-1-yl)benzamide OC1=CC=C(C=C1)S(=O)(=O)NC1=C(C(=O)NC23CC(C2)(C3)C(F)(F)F)C=CC(=C1)C(F)(F)F